2,3-dichloro-5-(methylthio)pyridine ClC1=NC=C(C=C1Cl)SC